C(C)(=O)NC(C)(C)C=1SC=C(N1)B(O)O (2-(2-acetylaminopropan-2-yl)thiazol-4-yl)boronic acid